FC1(CC(C1)N1C(=NC2=NC=C(C=C21)C=2C=CN1N=C(N=CC12)NC1CC(C1)(O)C)C)F 3-((5-(1-(3,3-difluorocyclobutyl)-2-methyl-1H-imidazo[4,5-b]pyridin-6-yl)pyrrolo[2,1-f][1,2,4]triazin-2-yl)amino)-1-methylcyclobutan-1-ol